CC(C(=O)N)(CCCCCCCCCCCCCC)C dimethyl-hexadecanamide